Aza-Aspartate NN(CC(=O)[O-])C(=O)[O-]